C1CC=C2C=CCC=C2C1 2,7-dihydronaphthalene